ClC1=C(C=CC=C1Cl)CC1(NC(=NC(=N1)C1=CC=C2C=NN(C2=C1)C1OCCCC1)N)N 4-[(2,3-dichlorophenyl)methyl]-6-(1-tetrahydropyran-2-ylindazol-6-yl)-1,3,5-triazine-2,4-diamine